nonafluoro-1-n-pentanol FCC(C(C(C(O)(F)F)(F)F)(F)F)(F)F